N-(2-(1-((5-(2,6-dioxopiperidin-3-yl)pyridin-3-yl)methyl)piperidin-4-yl)-5-(2-hydroxypropane-2-yl)benzo[d]oxazol-6-yl)-6-(trifluoromethyl)nicotinamide O=C1NC(CCC1C=1C=C(C=NC1)CN1CCC(CC1)C=1OC2=C(N1)C=C(C(=C2)NC(C2=CN=C(C=C2)C(F)(F)F)=O)C(C)(C)O)=O